1-(3-butoxyprop-1-en-1-yl)-3-isopropylcyclohexan-1-ol C(CCC)OCC=CC1(CC(CCC1)C(C)C)O